C1(CC1)NC(=O)C=1C(=CC(=C(C1)N1N=NC(=C1)C=1C=C(C=NC1)N[C@@H]1[C@@H](CN(CC1)C(=O)OC(C)(C)C)F)C)F tert-butyl (3R,4S)-4-((5-(1-(5-(cyclopropylcarbamoyl)-4-fluoro-2-methylphenyl)-1H-1,2,3-triazol-4-yl)pyridin-3-yl)amino)-3-fluoropiperidine-1-carboxylate